2H-tetrazolium sodium salt [Na+].[NH+]=1NN=NC1